FC1=C(C=CC=C1)NC(=O)C1C(NCC1)=O N-(2-fluorophenyl)-2-oxo-3-pyrrolidinecarboxamide